C(C)[C@H]1[C@H](NC([C@H]1F)=O)COC1=NC=CC2=CC(=C3C(=C12)CC(O3)(C)C)C(=O)N 1-(((2S,3S,4S)-3-ethyl-4-fluoro-5-oxopyrrolidin-2-yl)methoxy)-8,8-dimethyl-8,9-dihydrofuro[2,3-h]isoquinoline-6-carboxamide